(RS)-5-[1-hydroxy-2-(isopropylamino)butyl]-quinolin-2(1H)-one O[C@@H](C(CC)NC(C)C)C1=C2C=CC(NC2=CC=C1)=O |r|